FC(OC=1C=C(C=CC1)CNC(=O)NC12CC(C1)(C2)C(F)(F)F)F 1-[[3-(difluoromethoxy)phenyl]methyl]-3-[3-(trifluoromethyl)-1-bicyclo[1.1.1]pentanyl]urea